tert-butyl 3-cyclopropyl-4-hydroxy-3-(trifluoromethyl)pyrrolidine-1-carboxylate C1(CC1)C1(CN(CC1O)C(=O)OC(C)(C)C)C(F)(F)F